N1CC(C1)N1CCS(CC1)(=O)=O 4-(azetidin-3-yl)thiomorpholine-1,1-dioxide